5-[bis(tert-butoxycarbonyl)amino]-1-methyl-6-oxo-pyridazine-3-carboxylic acid methyl ester COC(=O)C1=NN(C(C(=C1)N(C(=O)OC(C)(C)C)C(=O)OC(C)(C)C)=O)C